(S)-N-(piperidin-3-yl)-5-(pyridin-2-ylethynyl)-1H-pyrrolo[2,3-b]pyridin-4-amine N1C[C@H](CCC1)NC=1C2=C(N=CC1C#CC1=NC=CC=C1)NC=C2